[BH4-].C(CC)(=O)O[NH+](OC(CC)=O)OC(CC)=O tripropionyloxyammonium borohydride